3-[4-[1-[2-[4-[4-[4-(aminomethyl)-3-methyl-phenyl]pyrrolo[2,1-f][1,2,4]triazin-6-yl]phenoxy]ethyl]-4-piperidyl]phenyl]piperidine-2,6-dione HCl salt Cl.NCC1=C(C=C(C=C1)C1=NC=NN2C1=CC(=C2)C2=CC=C(OCCN1CCC(CC1)C1=CC=C(C=C1)C1C(NC(CC1)=O)=O)C=C2)C